((1R,5S)-3-Oxa-8-azabicyclo[3.2.1]octan-8-yl)-N-isopentyl-1H-benzo[d]imidazole-1-carboxamide [C@H]12COC[C@H](CC1)N2C2=NC1=C(N2C(=O)NCCC(C)C)C=CC=C1